tert-butyl (S)-5-(4-chlorophenyl)-4,5-dihydro-1H-pyrazole-1-carboxylate ClC1=CC=C(C=C1)[C@@H]1CC=NN1C(=O)OC(C)(C)C